diisocyanato-4-phenylnaphthalenesulfonate N(=C=O)C=1C(=C(C2=CC=CC=C2C1C1=CC=CC=C1)S(=O)(=O)[O-])N=C=O